CCCC(=S)O 3-METHYLTHIOPROPIONIC ACID